CN(S(=O)(=O)C)C1=C(C=CC=C1[N+](=O)[O-])C N-methyl-N-(2-methyl-6-nitrophenyl)methanesulfonamide